2-(2-(nicotinamido)-1-phenyl-1H-imidazol-4-yl)acetic acid C(C1=CN=CC=C1)(=O)NC=1N(C=C(N1)CC(=O)O)C1=CC=CC=C1